BrC1=CC=C(OC[C@H](C(=O)OC(C)(C)C)O)C=C1 tert-Butyl (R)-3-(4-bromophenoxy)-2-hydroxypropanoate